N-(4-([1,2,4]triazolo[1,5-a]pyridin-7-yloxy)-2-fluoro-3-methylphenyl)-6-chloro-7-methoxypyrido[3,2-d]pyrimidin-4-amine N=1C=NN2C1C=C(C=C2)OC2=C(C(=C(C=C2)NC=2C1=C(N=CN2)C=C(C(=N1)Cl)OC)F)C